C(C)(C)(C)OC([C@@H](N)CCCC(N)C(CCCC1=CC=C(C=C1)I)=O)=O 6-(4-(4-iodophenyl)butanoyl)-L-lysine tert-butyl ester